N-[3-chloro-4-[4-[2-(dimethylamino)ethyl]piperazine-1-carbonyl]phenyl]-5-[2,3-difluoro-4-(4-pyridyloxy)phenyl]-1-methyl-imidazole-2-carboxamide trifluoroacetate FC(C(=O)O)(F)F.ClC=1C=C(C=CC1C(=O)N1CCN(CC1)CCN(C)C)NC(=O)C=1N(C(=CN1)C1=C(C(=C(C=C1)OC1=CC=NC=C1)F)F)C